C(#N)NC(C1=C(C=CC=C1)N1N=CC(=C1)C1=CN(C(C=C1C=1C=NC(=CC1)OCC)=O)C)=O N-cyano-2-(4-(6-ethoxy-1'-methyl-6'-oxo-1',6'-dihydro-[3,4'-bipyridin]-3'-yl)-1H-pyrazol-1-yl)benzamide